C(C=C)(=O)NCCC[N+](C)(C)C.CN(C)CCCNC(C(=C)C)=O N-dimethylaminopropyl-methacrylamide, acrylamidopropyl-trimethylammonium salt